ClC=1C(=CC(=NC1)OC)C1=CC(=NN1C1OCCCC1)C(=O)N1CCC(CC1)C(=O)NC1CN(CC1)C(=O)OC(C)(C)C tert-butyl 3-(1-(5-(5-chloro-2-methoxypyridin-4-yl)-1-(oxan-2-yl)-1H-pyrazole-3-carbonyl)piperidine-4-carboxamido)pyrrolidine-1-carboxylate